ClC1=C(C=CC=C1C1=C(C(=NC=C1)C=1C=C2CCN(CC2=C(C1)OC)CCCF)Cl)C1=CC=C(C(=N1)OC)CNC[C@H]1CCC(N1)=O (R)-5-((((6-(2-chloro-3-(3-chloro-2-(2-(3-fluoropropyl)-8-methoxy-1,2,3,4-tetrahydroisoquinolin-6-yl)pyridin-4-yl)phenyl)-2-methoxypyridin-3-yl)methyl)amino)methyl)pyrrolidin-2-one